1-methyl-N-(3-(3-(1-methyl-1H-pyrazol-4-yl)pyrazolo[1,5-a]pyridin-5-yl)-1H-pyrrolo[2,3-b]pyridin-5-yl)piperidine-4-carboxamide CN1CCC(CC1)C(=O)NC=1C=C2C(=NC1)NC=C2C2=CC=1N(C=C2)N=CC1C=1C=NN(C1)C